naphtho[2,3-c]Furan-1(3H)-one C1(OCC2=C1C=C1C=CC=CC1=C2)=O